ClC1=CC2=C(C=C3N2C(=NN(C3=O)CC(=O)NC3=CC=C2C=CNC2=C3)C(C)(C)O)S1 2-(2-Chloro-5-(2-hydroxypropan-2-yl)-8-oxothieno[2',3':4,5]pyrrolo[1,2-d][1,2,4]triazin-7(8H)-yl)-N-(1H-indol-6-yl)acetamid